(2-(4-methoxyphenyl)thiazole-4-carbonyl)-L-serine COC1=CC=C(C=C1)C=1SC=C(N1)C(=O)N[C@@H](CO)C(=O)O